3-(((7-bromo-1-(2-cyclopropylphenyl)-2,4-dioxo-1,2,3,4-tetrahydroquinazolin-5-yl)oxy)methyl)piperazine-1-carboxylic acid tert-butyl ester C(C)(C)(C)OC(=O)N1CC(NCC1)COC1=C2C(NC(N(C2=CC(=C1)Br)C1=C(C=CC=C1)C1CC1)=O)=O